C1=C(C=CC2=CC=CC=C12)C(=O)C12[C@@H](CC(C1)(C2)C2=CC=C(C=C2)[Si](C)(C)C)C2=NC=CC=C2 naphthalen-2-yl((1R,2R,4S)-2-(pyridin-2-yl)-4-(4-(trimethylsilyl)phenyl)bicyclo[2.1.1]hexan-1-yl)methanone